5-Chloro-2-[2-[[(3R)-1-ethyl-3-piperidyl]amino]oxazolo[4,5-b]pyridin-5-yl]-3-hydroxy-benzonitrile ClC=1C=C(C(=C(C#N)C1)C1=CC=C2C(=N1)N=C(O2)N[C@H]2CN(CCC2)CC)O